((tert-butoxycarbonyl)amino)-3-(6,6-dimethyl-2-oxo-1,2,5,6,7,8-hexahydroquinolin-3-yl)propionic acid C(C)(C)(C)OC(=O)NC(C(=O)O)CC=1C(NC=2CCC(CC2C1)(C)C)=O